COC=1C=C2C(=NC(=NC2=CC1OCCCN1CCCC1)N1CCCC1)NC1=NNC(=C1)COC 6-methoxy-N-(5-(methoxymethyl)-1H-pyrazol-3-yl)-2-(pyrrolidin-1-yl)-7-(3-(pyrrolidin-1-yl)propoxy)quinazolin-4-amine